tri(4-vinyl-phenyl)phosphine C(=C)C1=CC=C(C=C1)P(C1=CC=C(C=C1)C=C)C1=CC=C(C=C1)C=C